N1N=CC(=C1)C1=CC=C(C=C1)N1C(N(C2(C1)CCOCC2)CC=2C=C(C(=O)NC1(CC1)C)C=CC2)=O 3-((3-(4-(1H-pyrazol-4-yl)phenyl)-2-oxo-8-oxa-1,3-diazaspiro[4.5]decan-1-yl)methyl)-N-(1-methylcyclopropyl)benzamide